BrC=1C=2N(C(=CC1)C1(CC1)O[Si](C)(C)C(C)(C)C)N=CN2 8-bromo-5-(1-((tert-butyldimethylsilyl)oxy)cyclopropyl)-[1,2,4]triazolo[1,5-a]pyridine